CN(C1=CC=C(C=N1)C(=O)N1CC2(C1)C=C(C(C(C2)(C)C)=O)C#N)C 2-[6-(dimethylamino)pyridine-3-carbonyl]-8,8-dimethyl-7-oxo-2-azaspiro[3.5]non-5-ene-6-carbonitrile